(S)-N-((S)-1-(6-chloro-7-fluoro-2-oxo-1,2-dihydroquinolin-3-yl)ethyl)-2-methylpropan-2-sulfinamide ClC=1C=C2C=C(C(NC2=CC1F)=O)[C@H](C)N[S@@](=O)C(C)(C)C